C\C(=C/CC1=C(C=C(C(=C1O)CC=C(C)C)C)O)\CCC=C(C)C (E)-2-(3,7-dimethylocta-2,6-dien-1-yl)-5-methyl-4-(3-methylbut-2-en-1-yl)benzene-1,3-diol